S1C(=CC=C1\C=C\C1=CC=C(S1)C=1SC=CC1)C=1SC=CC1 (E)-1,2-di(2,2'-bithiophen-5-yl)ethene